C12C3C(C(C=C1)C2)C(=O)OC3=O bicyclo[2.2.1]-5-hepten-2,3-dicarboxylic anhydride